4'-(4-phenyl-6-(3-(9-phenyl-9H-fluoren-9-yl)phenyl)-1,3,5-triazin-2-yl)-[1,1'-biphenyl]-4-carbonitrile C1(=CC=CC=C1)C1=NC(=NC(=N1)C1=CC(=CC=C1)C1(C2=CC=CC=C2C=2C=CC=CC12)C1=CC=CC=C1)C1=CC=C(C=C1)C1=CC=C(C=C1)C#N